6-(6-amino-4-methylpyridin-2-yl)-7-chloro-4-(2-isopropyl-4-methylpyridin-3-yl)-1,4-dihydropyrido[2,3-b]pyrazine-2,3-dione NC1=CC(=CC(=N1)C=1C(=CC2=C(N(C(C(N2)=O)=O)C=2C(=NC=CC2C)C(C)C)N1)Cl)C